C1(C[C@@H](O)[C@H](O)[C@H](O1)CO)N=[N+]=[N-] 2-deoxy-D-mannopyranosyl azide